(R)-4-(4-((1-(3-(difluoromethyl)-2-fluorophenyl)ethyl)amino)-2-methyl-8,9-dihydrofuro[2,3-h]quinazolin-6-yl)cyclohexane-1-carboxylic acid methyl ester COC(=O)C1CCC(CC1)C=1C=C2C(=NC(=NC2=C2C1OCC2)C)N[C@H](C)C2=C(C(=CC=C2)C(F)F)F